BrCC1=CC=C(C(=O)OC)C=C1 methyl 4-(bromomethyl)-benzoate